ClC1=C2C(C(C(NC2=CC=C1OC)=O)CC(=O)OC(C)(C)C)(C)O tert-butyl 2-(5-chloro-4-hydroxy-6-methoxy-4-methyl-2-oxo-1,3-dihydroquinolin-3-yl)acetate